ethyl 2-(2-((5-(3-(aminomethyl)phenyl)-2-(tert-butyl)benzofuran-3-yl)methoxy)phenyl)acetate NCC=1C=C(C=CC1)C=1C=CC2=C(C(=C(O2)C(C)(C)C)COC2=C(C=CC=C2)CC(=O)OCC)C1